[O-]P([O-])(=O)OP(=O)(O)O.[Ca+2] monocalcium pyrophosphate